tert-butyl 4-(7-bromo-6-chloro-2-(4-(dimethylamino)piperidin-1-yl)-8-fluoroquinazolin-4-yl)piperazin-1-carboxylate BrC1=C(C=C2C(=NC(=NC2=C1F)N1CCC(CC1)N(C)C)N1CCN(CC1)C(=O)OC(C)(C)C)Cl